2,8-dimethyl-6-[(morpholin-4-yl)methyl]-7H,8H-pyrido[2,3-d]Pyrimidine CC=1N=CC2=C(N1)N(CC(=C2)CN2CCOCC2)C